C(C)(C)(C)OC(=O)N1CCC(CC1)CBr 1-(tert-butoxycarbonyl)-4-bromomethylpiperidine